CC[Sn] 2-ethyltin